(2S)-2-(3-bromo-5-chloro-phenyl)piperazine BrC=1C=C(C=C(C1)Cl)[C@@H]1NCCNC1